7-methoxy-N-(3-methoxy-2-methylphenyl)-2-(tetrahydro-2H-pyran-4-yl)imidazo[1,2-a]pyridine-6-carboxamide COC1=CC=2N(C=C1C(=O)NC1=C(C(=CC=C1)OC)C)C=C(N2)C2CCOCC2